2-fluoro-N-(2-fluoro-4-methyl-3-(2-((1-methyl-1H-pyrazol-4-yl)amino)-8,9-dihydroimidazo[1',2':1,6]pyrido[2,3-d]pyrimidin-6-yl)phenyl)benzenesulfonamide FC1=C(C=CC=C1)S(=O)(=O)NC1=C(C(=C(C=C1)C)C1=CC2=C(N=C(N=C2)NC=2C=NN(C2)C)N2C1=NCC2)F